3-(3-methyl-2-oxo-4-(piperidin-4-ylamino)-2,3-dihydro-1H-benzo[d]imidazol-1-yl)piperidine-2,6-dione hydrochloride Cl.CN1C(N(C2=C1C(=CC=C2)NC2CCNCC2)C2C(NC(CC2)=O)=O)=O